CC(OC(NCC=1C(=CC=CC1)CNC(=O)OC(C)(C)C)=O)(C)C Tetra-methylxylylendiurethan